ethyl 5-[2-[1-(2-trimethylsilylethoxymethyl)pyrazol-4-yl]ethynyl]thiazole-4-carboxylate C[Si](CCOCN1N=CC(=C1)C#CC1=C(N=CS1)C(=O)OCC)(C)C